5-(5-chloro-2-(isopropylamino)pyridin-4-yl)-N-(4-fluoro-2-(hydroxymethyl)benzyl)thiazole-2-carboxamide ClC=1C(=CC(=NC1)NC(C)C)C1=CN=C(S1)C(=O)NCC1=C(C=C(C=C1)F)CO